(S)-2-((1-(5-(3,5-dimethylphenyl)-1-methyl-1,2,4-triazol-3-yl)ethyl)carbamoyl)-4-methoxypyridin-3-yl butyrate C(CCC)(=O)OC=1C(=NC=CC1OC)C(N[C@@H](C)C1=NN(C(=N1)C1=CC(=CC(=C1)C)C)C)=O